C(CCCCCCC\C=C/CCCC)=O Z-9-tetradecenal